FC(C(=O)N)(C)F 2,2-difluoro-propionamid